NC1=NC=CC(=C1Cl)SC=1C=2N(C(=NC1C)N1CCC3([C@@H]([C@@H](OC3)C)N)CC1)C=CN2 (3S,4S)-8-{8-[(2-amino-3-chloropyridin-4-yl)sulfanyl]-7-methylimidazo[1,2-c]pyrimidin-5-yl}-3-methyl-2-oxa-8-azaspiro[4.5]decan-4-amine